tert-butyl ((1r,3r)-3-mercaptocyclobutyl)carbamate SC1CC(C1)NC(OC(C)(C)C)=O